ClC1=CC=C(C[C@H]2COCCN2C2CCC(CC2)C2=NN(C(=N2)C)C)C=C1 (2R,5S)-5-(4-Chlorobenzyl)-4-(4-(1,5-dimethyl-1H-1,2,4-triazol-3-yl)cyclohexyl)morpholin